2-(2-(2,5-dihydrofuran-3-yl)benzyloxy)tetrahydro-2H-pyran O1CC(=CC1)C1=C(COC2OCCCC2)C=CC=C1